(rac)-((1s,3s)-3-hydroxy-3-methylcyclobutyl)(6-(1-(pyrazolo[1,5-a]pyridin-7-yl)ethyl)-2-azaspiro[3.3]hept-2-yl)methanone OC1(CC(C1)C(=O)N1CC2(C1)CC(C2)[C@@H](C)C2=CC=CC=1N2N=CC1)C |r|